N=1C=C(N2C1C=NC=C2)C2=NC=CC(=N2)N2CC(OCC2)C=2C=NNC2 4-(2-(imidazo[1,2-a]pyrazin-3-yl)pyrimidin-4-yl)-2-(1H-pyrazol-4-yl)morpholine